(R)-N-methyl-5-(2-methyl-4-((8-methyl-6-oxo-7-(trifluoromethyl)-5,6-dihydro-1,5-naphthyridin-3-yl)methyl)piperazin-1-yl)picolinamide CNC(C1=NC=C(C=C1)N1[C@@H](CN(CC1)CC=1C=NC=2C(=C(C(NC2C1)=O)C(F)(F)F)C)C)=O